benzyl-5-[(1R,5S)-8-tert-butoxycarbonyl-3,8-diazabicyclo[3.2.1]oct-3-yl]-2-methylbenzoic acid C(C1=CC=CC=C1)C=1C(=C(C(=O)O)C=C(C1)N1C[C@H]2CC[C@@H](C1)N2C(=O)OC(C)(C)C)C